2-(3-Aminomethyl-phenyl)-5-trifluoromethyl-2H-pyrazole-3-carboxylic acid (3-[biphenyl-4-yl-(cyclopropylmethyl-amino)-methyl]-phenyl)-amide C1(=CC=C(C=C1)C(C=1C=C(C=CC1)NC(=O)C=1N(N=C(C1)C(F)(F)F)C1=CC(=CC=C1)CN)NCC1CC1)C1=CC=CC=C1